myristic bromide C(CCCCCCCCCCCCC)(=O)Br